N=1N(N=CC1)CCCCNC(C1=CC(=CC=C1)N1N=C(N=C1C1=CC=C(C=C1)N)CC)=O N-(4-(2-2H-1,2,3-triazolyl)butyl)-3-(5-(4-aminophenyl)-3-ethyl-1-1H-1,2,4-triazolyl)benzamide